1-(3-(4-((tert-butyldimethylsilyl)oxy)butyl)-4-(1-isopropyl-4-(trifluoromethyl)-1H-imidazol-2-yl)benzyl)-6-(4-cyclopropyl-6-methoxypyrimidin-5-yl)-1H-pyrazolo[3,4-d]pyrimidine [Si](C)(C)(C(C)(C)C)OCCCCC=1C=C(CN2N=CC=3C2=NC(=NC3)C=3C(=NC=NC3OC)C3CC3)C=CC1C=1N(C=C(N1)C(F)(F)F)C(C)C